(S)-5-((2-oxaspiro[3.3]heptan-6-yl)methyl)-N-(1-amino-3-hydroxy-2-methyl-1-oxopropan-2-yl)-2-methylbenzofuran-3-carboxamide C1OCC12CC(C2)CC=2C=CC1=C(C(=C(O1)C)C(=O)N[C@](C(=O)N)(CO)C)C2